4-bromo-2-((4-cyanobenzyl)carbamoyl)benzyl (E)-N'-(3-chloro-4-fluorophenyl)carbamimidothioate ClC=1C=C(C=CC1F)\N=C(/N)\SCC1=C(C=C(C=C1)Br)C(NCC1=CC=C(C=C1)C#N)=O